methyl 9-hydroxy-13-methyltetradecanoate OC(CCCCCCCC(=O)OC)CCCC(C)C